5-(1-methyl-3-(trifluoromethyl)-1H-pyrazol-4-yl)-2-(pyridin-2-ylmethyl)-3,4-dihydroisoquinolin-1(2H)-one CN1N=C(C(=C1)C1=C2CCN(C(C2=CC=C1)=O)CC1=NC=CC=C1)C(F)(F)F